C(#N)C1(COC1)NC(=O)[C@]1(CN(CC1)C(C)(C)C1=NC=CC=C1)CCC1=CC=C(C=C1)C#N (R)-N-(3-cyanooxetan-3-yl)-3-(4-cyanophenethyl)-1-(2-(pyridin-2-yl)propan-2-yl)pyrrolidine-3-carboxamide